BrC1=CC(=C(C=C1)OC)OCC1CC1 4-bromo-2-(cyclopropylmethoxy)-1-methoxy-benzene